FC(C1=C(C=CC=C1)C1=CC2=C(N=C3C(=NC(N3)=O)O2)C=C1)(F)F 6-(2-Trifluoromethylphenyl)-1,4-benzoxazinoimidazole-one